rel-(2R,3S,4S,5R)-3-(3,4-difluoro-2-methoxyphenyl)-N-(2-(1,2-dihydroxypropan-2-yl)pyridin-4-yl)-4,5-dimethyl-5-(trifluoromethyl)tetrahydrofuran-2-carboxamide FC=1C(=C(C=CC1F)[C@H]1[C@@H](O[C@]([C@H]1C)(C(F)(F)F)C)C(=O)NC1=CC(=NC=C1)C(CO)(C)O)OC |o1:8,9,11,12|